C(C(=C)C)(=O)[O-].[Zn+2].C(C(=C)C)(=O)[O-] zinc METHACRYLATE SALT